N[C@]1([C@H](COC2=CC(=CC=C12)Br)F)CO ((3r,4s)-4-amino-7-bromo-3-fluorochroman-4-yl)methanol